ClC1=C(C=CC=C1)CC(=O)NC1=CC(=C(C=C1)N1N=CC(=C1)NC(O)=O)S(NCC1=C(C=C(C=C1)OC)OC)(=O)=O [1-(4-{[(2-chlorophenyl)acetyl]amino}-2-[(2,4-dimethoxybenzyl)sulfamoyl]phenyl)-1H-pyrazol-4-yl]carbamic acid